S(=O)(=O)(O)ON1[C@@H]2CC[C@H](N(C1=O)C2)C(NOCCN)=O (1R,2S,5R)-2-((2-aminoethoxy) carbamoyl)-7-oxo-1,6-diazabicyclo[3.2.1]oct-6-yl hydrogensulfate